[2-(4-Methyl-[1,4]diazepan-1-yl)-1,7,11b-triaza-benzo[c]fluoren-6-yl]-pyrrolidin-1-yl-methanone CN1CCN(CCC1)C1=NC2=C(C=C(C3=NC=4C=CC=CC4N23)C(=O)N2CCCC2)C=C1